2-amino-3-(4-(2-(tert-butoxy)-2-oxoethoxy)phenyl)propanoic acid NC(C(=O)O)CC1=CC=C(C=C1)OCC(=O)OC(C)(C)C